methyl 2-((1RS,4SR,6SR)-6-((5-cyclopropyl-3-(2,6-dichlorophenyl) isoxazol-4-yl)methoxy)-2-azabicyclo[2.2.1]heptan-2-yl)benzo[d]thiazole-6-carboxylate C1(CC1)C1=C(C(=NO1)C1=C(C=CC=C1Cl)Cl)CO[C@H]1C[C@H]2CN([C@@H]1C2)C=2SC1=C(N2)C=CC(=C1)C(=O)OC |r|